(±)-2-(1H-Indazol-5-ylmethyl)-N,N-dimethyl-4-oxo-4-[4-(2-oxo-1,4-dihydro-2H-quinazolin-3-yl)-piperidine-1-yl]-butyramide N1N=CC2=CC(=CC=C12)C[C@@H](C(=O)N(C)C)CC(N1CCC(CC1)N1C(NC2=CC=CC=C2C1)=O)=O |r|